(3S)-3-(2,2,2-trifluoroethyl)pyrrolidine FC(C[C@H]1CNCC1)(F)F